1-benzyloxy-4-bromo-2-fluoro-3-iodo-benzene C(C1=CC=CC=C1)OC1=C(C(=C(C=C1)Br)I)F